(3R,4R)-1-cyclohexyl-4-{[5-(2,4-difluoro-phenyl)-isoxazole-3-carbonyl]-amino}-3-methyl-piperidine-3-carboxylic acid ((R)-1-pyridin-2-yl-ethyl)-amide N1=C(C=CC=C1)[C@@H](C)NC(=O)[C@@]1(CN(CC[C@H]1NC(=O)C1=NOC(=C1)C1=C(C=C(C=C1)F)F)C1CCCCC1)C